N'-aminomethyl-pseudouridine NCN1C(NC=C([C@H]2[C@H](O)[C@H](O)[C@@H](CO)O2)C1=O)=O